N,N-bis((2-methoxypyrimidin-5-yl)methyl)piperidin-4-amine COC1=NC=C(C=N1)CN(C1CCNCC1)CC=1C=NC(=NC1)OC